5-(4-(formyl)benzoyl)amino-3-(1-(sec-butyl)piperidin-4-yl)-1H-indole C(=O)C1=CC=C(C(=O)NC=2C=C3C(=CNC3=CC2)C2CCN(CC2)C(C)CC)C=C1